((6-chloro-2-(4-methylpiperazin-1-yl)pyrido[3,4-d]pyrimidin-4-yl)amino)-N-(3-(trifluoromethyl)phenyl)ethane-1-sulphonamide ClC1=CC2=C(N=C(N=C2NC(C)S(=O)(=O)NC2=CC(=CC=C2)C(F)(F)F)N2CCN(CC2)C)C=N1